N1C=NC=C1.[Si] silicon imidazole salt